C(C)(C)(C)C1=CC=C(C=C1)N(C(=O)[C@@H]1NCCC1)C(C(=O)NCCN1CCOCC1)C=1C=NC=CC1 (2R)-N-(4-(tert-butyl)phenyl)-N-(2-((2-morpholinoethyl)amino)-2-oxo-1-(pyridin-3-yl)ethyl)pyrrolidine-2-carboxamide